FC=1C2=C(C=CC1)OCO2 3-fluoro-1,2-methylenedioxybenzene